C(C)(C)(C)OC(=O)N1C(=CC=C1)C=1C=C(C=CC1)[C@@H](CN1CC2(C1)CN(CC2)C(=O)OCC2=CC=CC=C2)CC(=C=O)OC benzyl (S)-2-(2-(3-(1-(tert-butoxycarbonyl)-1H-pyrrol-2-yl) phenyl)-4-methoxy-4-carbonylbutyl)-2,6-diazaspiro[3.4]octane-6-carboxylate